[N+](=O)([O-])C=1C(=C2C(=NC1)N(C=C2)S(=O)(=O)C2=CC=C(C)C=C2)NN2CCC(CCC2)CC#N (1-((5-nitro-1-tosyl-1H-pyrrolo[2,3-b]pyridin-4-yl)amino)azepan-4-yl)acetonitrile